FC=1C=C(C(=O)NCC=2C=NN3N=CC(=CC32)C)C=CC1OC(F)(F)F 3-fluoro-N-((5-methylpyrazolo[1,5-b]pyridazin-3-yl)methyl)-4-(trifluoromethoxy)benzamide